COCCN1C=NC2=CC=C(C=C2C1=O)NC(=O)NC1=CC=CC=C1 1-(3-(2-methoxyethyl)-4-oxo-3,4-dihydroquinazolin-6-yl)-3-phenylurea